C(=C)C=1C=C2C=NC(=NC2=CC1)N1C[C@H]2CC[C@@H](C1)O2 (1R,5S)-3-(6-vinyl-quinazolin-2-yl)-8-oxa-3-azabicyclo[3.2.1]octane